FC(C(C(C(F)(F)F)(F)F)(F)F)(S(=O)(=O)[O-])F perfluoro-1-butylsulfonate